p-triphenylvinylphenylboric acid C1(=CC=CC=C1)C(=C(C1=CC=CC=C1)C1=CC=CC=C1)C1=CC=C(C=C1)OB(O)O